tert-Butyl 3-oxo-9-azabicyclo[4.2.1]nonane-9-carboxylate O=C1CC2CCC(CC1)N2C(=O)OC(C)(C)C